C(C)(C)(C)OC(=O)N1C[C@@H]2C[C@@]2(CC1)C(=O)O cis-3-tert-butoxycarbonyl-3-azabicyclo[4.1.0]heptane-6-carboxylic acid